CS(=O)(=O)C1=CC(=C(C=C1)NCC#CC=1N=C2N(C=CC=C2NC2CC3(COC3)C2)C1CC(F)(F)F)OC 2-{3-[(4-methanesulfonyl-2-methoxyphenyl)amino]prop-1-yn-1-yl}-N-{2-oxaspiro[3.3]heptan-6-yl}-3-(2,2,2-trifluoroethyl)imidazo[1,2-a]pyridin-8-amine